(3R*,4R*)-1-Cyclohexyl-4-{[5-(2,4-difluoro-phenyl)-[1,2,4]oxadiazole-3-carbonyl]-amino}-piperidine-3-carboxylic acid (2-methoxy-1,1-dimethyl-ethyl)-amide COCC(C)(C)NC(=O)[C@@H]1CN(CC[C@H]1NC(=O)C1=NOC(=N1)C1=C(C=C(C=C1)F)F)C1CCCCC1 |o1:9,14|